ClC=1C=CC(=C(C1)[C@H](CCN(C(C(=O)OCC)C1=C(C(=CC=C1)C)C1CCC(CC1)OC1(CC1)C)C)CCN1CC(CC1)(C)C)C ethyl 2-(((S)-3-(5-chloro-2-methylphenyl)-5-(3,3-dimethylpyrrolidin-1-yl)pentyl)(methyl)amino)-2-(3-methyl-2-((1r,4S)-4-(1-methylcyclopropoxy)cyclohexyl)phenyl)acetate